Z-1-bromo-1,1,2,4,4-pentafluorobut-2-ene BrC(/C(=C/C(F)F)/F)(F)F